(3S,4S,5R)-3-(3,4-difluoro-2-methoxyphenyl)-4,5-dimethyl-5-(trifluoromethyl)dihydrofuran FC=1C(=C(C=CC1F)[C@H]1CO[C@]([C@H]1C)(C(F)(F)F)C)OC